FC(OC1=CC=C(COC(=O)N2C[C@H]3[C@](C2)(CN(C3)C(=O)OC(C)(C)C)C)C=C1)(F)F trans-3a-methyl-tetrahydropyrrolo[3,4-c]Pyrrole-2,5(1H,3H)-dicarboxylic acid 2-tert-butyl 5-(4-(trifluoromethoxy) benzyl) ester